n-octyl n-decyl phthalate C(C=1C(C(=O)OCCCCCCCCCC)=CC=CC1)(=O)OCCCCCCCC